C(CCCCCCCCCCC)C1=C(C#CC=C1)S(=O)(=O)O dodecylbenzynesulfonic acid